3-[(azetidin-3-ylamino)methyl]-1-({3,4-difluoro-2-[(2-fluoro-4-iodophenyl)amino]phenyl}carbonyl)azetidin-3-ol acetate salt C(C)(=O)O.N1CC(C1)NCC1(CN(C1)C(=O)C1=C(C(=C(C=C1)F)F)NC1=C(C=C(C=C1)I)F)O